{5-[3-(2,4-dimethylphenyl)-1H-pyrazol-1-yl]-2-methylphenyl}carbamic acid methyl ester COC(NC1=C(C=CC(=C1)N1N=C(C=C1)C1=C(C=C(C=C1)C)C)C)=O